C(C)OC(C(C(C(F)(F)F)=O)C(F)(F)F)=O Ethyl-4,4,4-trifluoro-3-oxo-2-(trifluoromethyl)butanoat